OCCCOC=1C(=[N+](ON1)[O-])C 4-(3-hydroxypropoxy)-3-methyl-1,2,5-oxadiazole 2-oxide